FC1=CC=C(C=C1)C=1N=CN(C1C=1C=C2C=C(C=NC2=CC1)N1CCC(CC1)(N)C)C 1-(6-(4-(4-fluorophenyl)-1-methyl-1H-imidazol-5-yl)quinolin-3-yl)-4-methylpiperidin-4-amine